6-Methyl-N-[4-(4-propyl-piperazin-1-yl)-2-trifluoromethyl-phenyl]-5-(4-pyridin-3-yl-pyrimidin-2-ylamino)-nicotinamide CC1=NC=C(C(=O)NC2=C(C=C(C=C2)N2CCN(CC2)CCC)C(F)(F)F)C=C1NC1=NC=CC(=N1)C=1C=NC=CC1